(R)-2,5-dichloro-N-(2-((3-methyl-1-(4-oxo-1,3,6,2-dioxathiaborocan-2-yl)butyl)amino)-2-oxoethyl)benzamide ClC1=C(C(=O)NCC(=O)N[C@@H](CC(C)C)B2OCCSCC(O2)=O)C=C(C=C1)Cl